NC1=CC(=C(C=C1F)C1(CC1)O)Cl 1-(4-amino-2-chloro-5-fluorophenyl)cyclopropan-1-ol